Z-farnesyl pyrophosphate O(P([O-])(=O)OP(=O)([O-])[O-])C\C=C(\C)/CCC=C(C)CCC=C(C)C